C(CCC)(=O)C1=CC(=C(C=N1)C1=NC=C2C=C(N=CC2=C1)NC(=O)[C@@H]1[C@@H](C1)F)C (1R,2R)-N-(7-(6-butyryl-4-methylpyridin-3-yl)-2,6-naphthyridin-3-yl)-2-fluorocyclopropane-1-carboxamide